C(C)P(=O)(C)C1=C(C=NC=C1)N 4-[ethyl-(methyl)phosphoryl]pyridin-3-amine